NC1=NC(=NC=C1)S 4-amino-2-mercaptopyrimidine